N1(CCOCC1)N morpholine-4-Amine